2-(4-chlorophenyl)acetic acid 2-methoxy-4-ethylphenyl ester COC1=C(C=CC(=C1)CC)OC(CC1=CC=C(C=C1)Cl)=O